4-amino-3-chloro-6-(3-fluoro-4-iodophenyl)-pyridine-2-carboxylic acid methyl ester COC(=O)C1=NC(=CC(=C1Cl)N)C1=CC(=C(C=C1)I)F